tert-Butyl 4-(4-phenylthiazol-2-yl)piperazine-1-carboxylate C1(=CC=CC=C1)C=1N=C(SC1)N1CCN(CC1)C(=O)OC(C)(C)C